ClC1=C(C=C)C=CC=C1 2-chloro-styrene